BrC1=CC=CC=2C=C(OC21)C#CCNC2=C(C=C(C(=O)NC)C=C2)OC 4-{[3-(7-bromo-1-benzofuran-2-yl)prop-2-yn-1-yl]amino}-3-methoxy-N-methylbenzamide